C(CCCCCCCCCCCCCCC)(=O)O.C=C ethylene hexadecanoate